N[C@@H]1C2=CC=CC=C2CC12CCN(CC2)C2=CC=C(C(=N2)OCC)C(=C)C2=NNCC2 (S)-6-(1-amino-1,3-dihydrospiro[indene-2,4'-piperidine]-1'-yl)-3-(1-(2-ethoxypyridin-3-yl)vinyl)-1,5-dihydro-4H-pyrazole